ClC1=CC(=CC=2C=COC21)C2=NC=C(C(=C2)C(=O)N2CCOCC2)F 7-chloro-5-(5-fluoro-4-(morpholine-4-carbonyl)pyridin-2-yl)benzofuran